ClC=1C=C(C=C2CN(C(C12)=O)C1C(NC(CC1)=O)=O)C1=CC=CC=C1 3-(7-chloro-1-oxo-5-phenylisoindolin-2-yl)piperidine-2,6-dione